5,6-bis(4-ethylphenyl)-1H-benzimidazole-1-carboxylic acid methyl ester COC(=O)N1C=NC2=C1C=C(C(=C2)C2=CC=C(C=C2)CC)C2=CC=C(C=C2)CC